FC1=CC=C(C=C1)N1C(=NC2=C1C=NC=C2)C=2C=NC(=NC2)N2CCOCC2 4-{5-[3-(4-Fluorophenyl)-3H-imidazo[4,5-c]pyridin-2-yl]pyrimidin-2-yl}morpholine